2-(5-chloro-2-fluoro-phenyl)-5-[(2R)-2-methylpiperazin-1-yl]-3-pyridazin-4-yl-imidazo[4,5-b]pyridine ClC=1C=CC(=C(C1)C1=NC=2C(=NC(=CC2)N2[C@@H](CNCC2)C)N1C1=CN=NC=C1)F